[(2R)-1-[[5-[3-(cyclohexen-1-yl)phenyl]-1H-indol-2-yl]methyl]pyrrolidin-2-yl]methanol C1(=CCCCC1)C=1C=C(C=CC1)C=1C=C2C=C(NC2=CC1)CN1[C@H](CCC1)CO